(2S,5R)-2-isopropyl-5-methyl-N-(2-(pyridin-4-yl)ethyl)cyclohexanecarboxamide C(C)(C)[C@H]1C(C[C@@H](CC1)C)C(=O)NCCC1=CC=NC=C1